BrC1=CN=C2N1CCCC2 3-bromo-5,6,7,8-tetrahydroimidazo[1,2-a]pyridine